1-((1S,3S)-5'-(4-Amino-3-(dimethylcarbamoyl)-2-fluorophenyl)-4'-chloro-1',2'-dihydrospiro[cyclopentane-1,3'-pyrrolo[2,3-b]pyridin]-3-yl)-1H-pyrazole-4-carboxamide NC1=C(C(=C(C=C1)C=1C(=C2C(=NC1)NC[C@@]21C[C@H](CC1)N1N=CC(=C1)C(=O)N)Cl)F)C(N(C)C)=O